COCN1C(N(C2C1NC(N2COC)=O)COC)=O 1,3,4-tris-methoxymethyl-tetrahydro-imidazo[4,5-d]imidazole-2,5-dione